[Mn].BrC1=CC(=NC=C1)C(C(=O)N)C1=CC(=C(C=C1)F)F (4-bromopyridin-2-yl)-2-(3,4-difluorophenyl)acetamide manganese